5-{(3R)-1-[cyclopropyl(1H-imidazol-2-yl)methyl]-5',6'-dihydrospiro[pyrrolidine-3,4'-pyrrolo[1,2-b]pyrazol]-2'-yl}-3-(trifluoromethoxy)pyridin-2-amine C1(CC1)C(N1C[C@]2(CCN3N=C(C=C32)C=3C=C(C(=NC3)N)OC(F)(F)F)CC1)C=1NC=CN1